(3S)-3-[(pyrrolidin-1-yl)carbonyl]-3,4-dihydro-1H-isoquinoline-2-carboxylic acid tert-butyl ester C(C)(C)(C)OC(=O)N1CC2=CC=CC=C2C[C@H]1C(=O)N1CCCC1